COC(C1=CC(=C(C=C1)NC(=O)C1CC1)OC)=O.ClC(N1NC(=CC(=N1)C(Cl)(Cl)Cl)C1=CC=C(C=C1)OC)(Cl)Cl 2,4-bis(trichloromethyl)-6-(4'-methoxyphenyl)Triazine methyl-4-(cyclopropanecarboxamido)-3-methoxybenzoate